BrC=1C(=C(C=CC1C)C1=CC=CC=C1)C bromo-2,4-dimethyl-1,1'-biphenyl